(7-(2,6-difluoropyridin-3-yl)pyrazolo[1,5-a]pyridin-3-yl)(piperidin-1-yl)methanone FC1=NC(=CC=C1C1=CC=CC=2N1N=CC2C(=O)N2CCCCC2)F